C(C1=CC=CC=C1)N[C@H](C(=O)N)CC(C(F)F)(C)C (S)-2-(benzyl-amino)-5,5-difluoro-4,4-dimethyl-pentanamide